4-amino-3,5-difluoro-benzamide NC1=C(C=C(C(=O)N)C=C1F)F